methylsulfonyl-[3-[rac-(1R)-3-(4-fluoro-1-piperidyl)-1-[[rac-(6S)-6-tert-butyl-5,6,7,8-tetrahydrothieno[2,3-b]quinoline-2-carbonyl]amino]propyl]phenyl]azanide CS(=O)(=O)[N-]C1=CC(=CC=C1)[C@@H](CCN1CCC(CC1)F)NC(=O)C1=CC=2C(=NC=3CC[C@@H](CC3C2)C(C)(C)C)S1 |r|